ClC1=C(C=C(C=C1)OC)N1N=C(C(C=C1)=O)C(=O)OCC ethyl 1-(2-chloro-5-methoxyphenyl)-1,4-dihydro-4-oxo-3-pyridazine-carboxylate